2-Boc-4-chloro-7-azaindole C(=O)(OC(C)(C)C)C=1NC2=NC=CC(=C2C1)Cl